ClC1=CC=C(C=C1)C=1C(=NC=NC1C=1C=NN(C1)CC1=NC=C(C=C1)C(F)(F)F)N 5-(p-chlorophenyl)-6-(1-{[5-(trifluoromethyl)-2-pyridinyl]methyl}-1H-pyrazol-4-yl)-4-pyrimidinylamine